N1(CCC1)C1=C(C=C2C(=N1)N=C(O2)N2CCOCC2)NC(=O)C=2N=C(OC2)C2=CC(=NC=C2)C N-(5-(azetidin-1-yl)-2-morpholinyloxazolo[4,5-b]pyridin-6-yl)-2-(2-methylpyridin-4-yl)oxazole-4-carboxamide